methyl (E)-3-(1-((tert-butoxycarbonyl)(4-fluorophenethyl)amino)-2,3-dihydro-1H-inden-5-yl)acrylate C(C)(C)(C)OC(=O)N(C1CCC2=CC(=CC=C12)/C=C/C(=O)OC)CCC1=CC=C(C=C1)F